C(CC)[NH+](CCCC)CCC dipropylbutylammonium